tert-butyl (1-(2-(4-(trifluoromethyl)phenoxy)acetamido)piperidin-4-yl)carbamate FC(C1=CC=C(OCC(=O)NN2CCC(CC2)NC(OC(C)(C)C)=O)C=C1)(F)F